C(C1=CC=CC=C1)NC(=O)C1(CCOCC1)N(C(CCl)=O)C1=CC(=C(C=C1)OC)Cl N-Benzyl-4-(2-chloro-N-(3-chloro-4-methoxyphenyl)acetamido)tetrahydro-2H-pyran-4-carboxamide